BrC1=C(C=C(C(=O)N2[C@@H](CC(C(C2)=O)C(=O)OCC)C)C=C1)C(F)(F)F (R)-ethyl 1-(4-bromo-3-(trifluoromethyl) benzoyl)-2-methyl-5-oxopiperidine-4-carboxylate